C(C=C)N1C(C(C(C1CC(C)(C)C)C1=C(C=C(C=C1)Cl)F)C1=CC(=CC=C1)Cl)C(=O)O 1-allyl-4-(4-chloro-2-fluorophenyl)-3-(3-chlorophenyl)-5-neopentylpyrrolidine-2-carboxylic acid